ClC=1C=CC2=C(C[C@](O2)(C2=CC=CC=C2)CNC(OC(C)(C)C)=O)C1C1=C(C(=CC=C1C#N)F)F tert-butyl (((2S,4R)-5-chloro-4-(6-cyano-2,3-difluorophenyl)-2-phenyl-2,3-dihydrobenzofuran-2-yl)methyl)carbamate